5-chloro-N-(7-chloro-6-(1-((3R,4R)-4-fluoro-3-methyltetrahydrofuran-3-yl)piperidin-4-yl)isoquinolin-3-yl)-1-cyclopropyl-1H-pyrazole-4-carboxamide ClC1=C(C=NN1C1CC1)C(=O)NC=1N=CC2=CC(=C(C=C2C1)C1CCN(CC1)[C@@]1(COC[C@@H]1F)C)Cl